3-(5-(((1-(4-((5-chloro-4-((2-(dimethylphosphono)phenyl)amino)pyrimidin-2-yl)amino)-3-methoxyphenyl)piperidin-4-yl)(methyl)amino)methyl)-7-fluoro-1-oxoisoindoline-2-yl)piperidine ClC=1C(=NC(=NC1)NC1=C(C=C(C=C1)N1CCC(CC1)N(C)CC=1C=C2CN(C(C2=C(C1)F)=O)C1CNCCC1)OC)NC1=C(C=CC=C1)P(=O)(OC)OC